2-(1-(tert-butoxycarbonyl)piperidin-4-yl)benzoic acid C(C)(C)(C)OC(=O)N1CCC(CC1)C1=C(C(=O)O)C=CC=C1